3,4-bis(benzyloxy)-5-hydroxy-2-methylbenzoic acid C(C1=CC=CC=C1)OC=1C(=C(C(=O)O)C=C(C1OCC1=CC=CC=C1)O)C